2-Amino-N-{1-[8-chloro-5-(4-methyl-3-oxopiperazin-1-yl)imidazo[1,5-a]pyridin-6-yl]ethyl}pyrazolo[1,5-a]pyrimidine-3-carboxamide NC1=NN2C(N=CC=C2)=C1C(=O)NC(C)C=1C=C(C=2N(C1N1CC(N(CC1)C)=O)C=NC2)Cl